(S)-(4-fluorophenyl-3-hydroxypropyl)-4-(4-benzyloxyphenyl)2-azetidinone FC1=CC=C(C=C1)C(CCN1C(C[C@H]1C1=CC=C(C=C1)OCC1=CC=CC=C1)=O)O